N-(5-cyclopentyl-1H-pyrazol-3-yl)-5-methyl-2-[4-(methylaminomethyl)-2-azabicyclo[2.1.1]hex-2-yl]pyrimidin-4-amine C1(CCCC1)C1=CC(=NN1)NC1=NC(=NC=C1C)N1C2CC(C1)(C2)CNC